4-chloro-3-isopropyl-3H-imidazo[4,5-c]pyridin ClC1=NC=CC2=C1N(C=N2)C(C)C